2,2-difluoro-cyclopropylamide FC1(C(C1)[NH-])F